C(CC)C(C(=O)O)CC(C)N propyl-4-aminopentanoic acid